6-(trifluoromethyl)-4H-benzo[e][1,3]thiazin-4-one FC(C=1C=CC2=C(C(N=CS2)=O)C1)(F)F